COC(C(CC=C)CCC)=O 2-n-propyl-4-pentenoic acid methyl ester